2-((4-(2,7-Diazaspiro[3.5]nonan-2-yl)pyrimidin-5-yl)oxy)-5-fluoro-N,N-diphenyl-benzamide hydrochloride Cl.C1N(CC12CCNCC2)C2=NC=NC=C2OC2=C(C(=O)N(C1=CC=CC=C1)C1=CC=CC=C1)C=C(C=C2)F